(3R)-N-[2,4-difluoro-3-[8-methyl-7-oxo-2-(3-piperidin-4-ylpropylamino)pyrido[2,3-d]pyrimidin-6-yl]phenyl]-3-fluoropyrrolidine-1-sulfonamide hydrochloride Cl.FC1=C(C=CC(=C1C1=CC2=C(N=C(N=C2)NCCCC2CCNCC2)N(C1=O)C)F)NS(=O)(=O)N1C[C@@H](CC1)F